exo-N-[(1R)-1-(6-ethoxypyridin-3-yl)-2-fluoroethyl]-6-fluoro-1,1a,2,7b-tetrahydrocyclopropa[c][1]benzopyran-1-carboxamide C(C)OC1=CC=C(C=N1)[C@H](CF)NC(=O)C1C2COC3=C(C21)C=C(C=C3)F